2-(5-fluoro-3-methyl-indol-1-yl)propanoic acid FC=1C=C2C(=CN(C2=CC1)C(C(=O)O)C)C